4-bromo-5-fluoro-2-(methylsulfonyl)aniline BrC1=CC(=C(N)C=C1F)S(=O)(=O)C